ClC1=C2C(=C(N(C2=CC=C1C#N)COCC[Si](C)(C)C)[Si](C)(C)C)C1CC1 4-chloro-3-cyclopropyl-2-trimethylsilyl-1-(2-trimethylsilylethoxymethyl)indole-5-carbonitrile